5-(4-chlorophenoxy)-4-methyl-pyridin-3-ol ClC1=CC=C(OC=2C(=C(C=NC2)O)C)C=C1